6-methoxy-4,11,11-trimethyl-8-methylenebicyclo[7.2.0]undec-4-ene COC1C=C(CCC2C(CC2C(C1)=C)(C)C)C